ClC1=C2C[C@@H]([C@H](C2=CC(=C1)Cl)OC=1C(=CC=CC1C)C)N(C)C 3-[[(1S,2S)-4,6-dichloro-2-(dimethylamino)-2,3-dihydro-1H-inden-1-yl]oxy]-2,4-dimethylbenzene